NC1=C(C(=NN1C(C)C)CC)C#N 5-amino-3-ethyl-1-(propan-2-yl)-1H-pyrazole-4-carbonitrile